N-[1-(cyclobutylmethyl)-1H-pyrazol-4-yl]-6-(1-methyl-1H-pyrazol-3-yl)pyridine C1(CCC1)CN1N=CC(=C1)N1CC=CC=C1C1=NN(C=C1)C